2-(2,6-dioxopiperidin-3-yl)-5-(2-(hydroxymethyl)morpholinyl)isoindoline-1,3-dione O=C1NC(CCC1N1C(C2=CC=C(C=C2C1=O)N1CC(OCC1)CO)=O)=O